5-(benzyloxy)-2-methyl-N-[(5-oxopyrrolidin-2-yl)methyl]-1-benzothiophene-3-carboxamide C(C1=CC=CC=C1)OC=1C=CC2=C(C(=C(S2)C)C(=O)NCC2NC(CC2)=O)C1